CCCCCCCCC(F)(F)C(F)(F)C(F)(F)C(F)(F)C(F)(F)C(F)(F)F PERFLUOROHEXYLOCTANE